2-vinylbenzyl chloride C(=C)C1=C(CCl)C=CC=C1